2-ethyl-4-Tetraphenylboron C(C)C1=CC2=C3C=C4C=CC=CC4=CC3=CC=C2C(=C1)[B]